BrC=1C(=C2C(=NC1)C=CN2COCC[Si](C)(C)C)C 6-bromo-7-methyl-1-((2-(trimethylsilyl)-ethoxy)methyl)-1H-pyrrolo[3,2-b]Pyridine